C(CCCCC1CO1)[Si](O[Si](CCCCCC1CO1)(OC)OC)(OC)OC 1,3-bis(6,7-epoxyheptyl)tetra-methoxydisiloxane